O(I)I.[Ti].[Fe].[Bi] bismuth iron titanium oxy iodide